2-(3-(benzyloxy)-5-(trifluoromethoxy)phenyl)-4-chloro-1H-pyrrolo[2,3-b]pyridine C(C1=CC=CC=C1)OC=1C=C(C=C(C1)OC(F)(F)F)C1=CC=2C(=NC=CC2Cl)N1